C1(CC1)[C@@H](C)NC1=NC(=NC(=N1)NCC1=NC=CC=C1)C1=NC(=CC=C1)C(F)(F)F (R)-N2-(1-cyclopropylethyl)-N4-(pyridin-2-ylmethyl)-6-(6-(trifluoromethyl)pyridin-2-yl)-1,3,5-triazine-2,4-diamine